1,3-Bis(isocyanatomethyl)-cyclohexan N(=C=O)CC1CC(CCC1)CN=C=O